C(C1=CC=CC=C1)[C@H]1N(C(OC1)=O)C([C@@H]([C@@H](C1=CC(=C(C=C1)C)OC)O)OC1CCCC1)=O (R)-4-benzyl-3-((2R,3R)-2-(cyclopentyloxy)-3-hydroxy-3-(3-methoxy-4-methylphenyl)propanoyl)oxazolidin-2-one